FC(CC1=CC=NC=C1)(F)F 4-(2,2,2-trifluoroethyl)pyridine